(1s,4s)-4-((3-(4-phenoxybenzoyl)-1H-pyrrolo[2,3-b]pyridin-4-yl)amino)cyclohexane-1-carboxylic acid O(C1=CC=CC=C1)C1=CC=C(C(=O)C2=CNC3=NC=CC(=C32)NC3CCC(CC3)C(=O)O)C=C1